NC1=CC=NC(=C1F)Cl 4-amino-6-chloro-5-fluoro-pyridine